FC1=C2C(=NNC2=C(C=C1)F)C=1CNCCC1 4,7-difluoro-3-(1,2,5,6-tetrahydropyridin-3-yl)-1H-indazole